FC=1C=C(C=CC1)CCN 2-(3-fluorophenyl)ethylamine